C1(=C(C=CC=C1)S(=O)(=O)CN(CC)CS(=O)(=O)C1=C(C=CC=C1)C)C bis(tolylsulfonylmethyl)ethylamine